COCC(C1=CC=CC=C1)NC=1C2=C(N=CN1)C=CC(=N2)N([C@@H]2CN(CC2)C(C=C)=O)C 1-[(3S)-3-[[4-[(2-methoxy-1-phenyl-ethyl)amino]pyrido[3,2-d]pyrimidin-6-yl]-methyl-amino]pyrrolidin-1-yl]prop-2-en-1-one